COC1=C(C=CC(=C1)OC)C1(OC=2C=CC3=C(C2C=C1)C=CC=C3)C3=CC=C(C=C3)OC 3-(2,4-dimethoxyphenyl)-3-(4-methoxyphenyl)-3H-benzo[f]chromene